6-(2-(2-oxa-6-azaspiro[3.3]hept-6-yl)ethoxy)-4-(6-(4-((6-methoxypyridin-3-yl)methyl)piperazin-1-yl)pyridin-3-yl)pyrazolo[1,5-a]pyridine-3-Nitrile C1OCC12CN(C2)CCOC=2C=C(C=1N(C2)N=CC1C#N)C=1C=NC(=CC1)N1CCN(CC1)CC=1C=NC(=CC1)OC